N1CC(C1)C1=NN=C2N1C=C(C=C2)C2=CC=C(C=C2)S(=O)(=O)N2CCC(CC2)NC2=CC=C(C=C2)S(F)(F)(F)(F)F 1-{4-[3-(azetidin-3-yl)-[1,2,4]triazolo[4,3-a]pyridin-6-yl]benzenesulfonyl}-N-[4-(pentafluoro-λ6-sulfanyl)phenyl]piperidin-4-amine